tropenium tetrakis(2,3,4,5-tetrafluorophenyl)borate FC1=C(C=C(C(=C1F)F)F)[B-](C1=C(C(=C(C(=C1)F)F)F)F)(C1=C(C(=C(C(=C1)F)F)F)F)C1=C(C(=C(C(=C1)F)F)F)F.C12=CCC[C@H](CC1)[NH+]2C